N1CCC(CC1)OCCCC1CCN(CC1)C(=O)OC(C)(C)C tert-butyl 4-(3-(piperidin-4-oxy)propyl)piperidine-1-carboxylate